sulfuric acid, hydroxide S(=O)(=O)(O)O